3-(5-((1-(6-chloro-3-methyl-1H-indole-2-carbonyl)-3-hydroxyazetidin-3-yl)ethynyl)-1-oxoisoindolin-2-yl)piperidine-2,6-dione ClC1=CC=C2C(=C(NC2=C1)C(=O)N1CC(C1)(O)C#CC=1C=C2CN(C(C2=CC1)=O)C1C(NC(CC1)=O)=O)C